6-bromo-1,1a,2,7b-tetrahydrocyclopropa[c]isoquinolin-3-one BrC1=CC=2C3C(NC(C2C=C1)=O)C3